tert-Butyl 7-[8-chloro-3-(1,3-dioxoisoindolin-2-yl)-7-fluoro-6-isoquinolyl]-8-methyl-3,4-dihydro-2H-1,5-naphthyridine-1-carboxylate ClC=1C(=C(C=C2C=C(N=CC12)N1C(C2=CC=CC=C2C1=O)=O)C1=CN=C2CCCN(C2=C1C)C(=O)OC(C)(C)C)F